((1S,2S,5R)-5-(benzyloxy)-2-fluorocyclohexyl) carbamate C(N)(O[C@@H]1[C@H](CC[C@H](C1)OCC1=CC=CC=C1)F)=O